4-{[4-fluoro-3-(trifluoromethyl)phenyl]sulfamoyl}(phenyl)-1-(pyridin-3-ylmethyl)urea FC1=C(C=C(C=C1)NS(=O)(=O)C1=C(C=NC=C1)CN(C(=O)N)C1=CC=CC=C1)C(F)(F)F